Cl.N[C@@H](CC(=O)OCC)C=1C=C(C=C(C1F)C1CC1)C1=C(C(=C(C=C1OCCCC=C)C)F)C Ethyl (S)-3-amino-3-(5-cyclopropyl-3',4-difluoro-2',4'-dimethyl-6'-(pent-4-en-1-yloxy)-[1,1'-biphenyl]-3-yl)propanoate hydrochloride